2-(4-chlorophenyl) ethylene oxide ClC1=CC=C(C=C1)C1CO1